2-(4-(1H-pyrazol-4-yl)phenyl)-2,7-diazaspiro[3.5]Nonan-1-one 2HCl Cl.Cl.N1N=CC(=C1)C1=CC=C(C=C1)N1C(C2(C1)CCNCC2)=O